N1C=CC=2C1=NC=CC2SC2=CN=C(N=N2)N2CCC1(CC2)[C@@H](C2=CC=CC=C2C1)N[S@@](=O)C(C)(C)C (S)-N-((S)-1'-(6-((1H-pyrrolo[2,3-b]pyridin-4-yl)thio)-1,2,4-triazin-3-yl)-1,3-dihydrospiro[inden-2,4'-piperidin]-1-yl)-2-methylpropan-2-sulfinamide